(3-{bicyclo[1.1.1]pentan-1-yl}-2-(2-chlorophenyl)-5-methylimidazo[4,5-b]pyridin-7-yl)-4-methylpiperazine C12(CC(C1)C2)N2C(=NC=1C2=NC(=CC1N1CCN(CC1)C)C)C1=C(C=CC=C1)Cl